O(S(=O)(=O)O)[Si](C)(C)C sulfoxy(trimethyl)silane